C12N(CC(NC1)CC2)C=2C1=C(N=C(N2)OC([2H])([2H])[C@]23CCCN3C[C@@H](C2)F)CN(CC1)C1=CC(=CC2=CC=C(C(=C12)F)F)O 4-(4-(2,5-Diazabicyclo[2.2.2]octan-2-yl)-2-(((2R,7aS)-2-fluorotetrahydro-1H-pyrrolizin-7a(5H)-yl)methoxy-d2)-5,8-dihydropyrido[3,4-d]pyrimidin-7(6H)-yl)-5,6-difluoronaphthalen-2-ol